ClC1=C(N(C=C1)C)C1=NN=C(S1)C1N(C2=C(OC1)C(OC(=C2)C(=O)N)=O)C2=NC=CC=N2 (5-(3-chloro-1-methyl-1H-pyrrol-2-yl)-1,3,4-thiadiazol-2-yl)-5-oxo-1-(pyrimidin-2-yl)-1,2,3,5-tetrahydropyrano[3,4-b][1,4]oxazine-7-carboxamide